FC1=CC=C(C(=O)N(C)[C@H](C(=O)NC2=CC(=C(C=C2)S(NC(COC)(C)C)(=O)=O)OC)CC2=CC=CC=C2)C=C1 (S)-4-fluoro-N-(1-(3-methoxy-4-(N-(1-methoxy-2-methylpropan-2-yl)sulfamoyl)phenylamino)-1-oxo-3-phenylpropan-2-yl)-N-methylbenzamide